4-(2-chloropyridin-4-yl)-2-cyclopropyl-7-(difluoromethoxy)-2H-indazole ClC1=NC=CC(=C1)C=1C2=CN(N=C2C(=CC1)OC(F)F)C1CC1